O(C1=CC=CC=C1)C1=CC=C(C=C1)C=1N=NN(C1)C1=CC(=NC=C1)C(=O)O 4-(4-(4-Phenoxyphenyl)-1H-1,2,3-triazol-1-yl)picolinic acid